3-methyl-4-oxo-3,4-dihydroimidazo[5,1-d][1,2,3,5]Tetrazine-8-carboxylic acid n-hexadecyl ester C(CCCCCCCCCCCCCCC)OC(=O)C=1N=CN2C1N=NN(C2=O)C